(difluoro(2-(((3S,6S,9aS)-5-oxo-3-(1,2,3,4-tetrahydroisoquinoline-2-carbonyl)octahydro-1H-pyrrolo[1,2-a]azepin-6-yl)carbamoyl)-1H-indol-5-yl)methyl)phosphonic acid FC(C=1C=C2C=C(NC2=CC1)C(N[C@H]1CCC[C@@H]2N(C1=O)[C@@H](CC2)C(=O)N2CC1=CC=CC=C1CC2)=O)(F)P(O)(O)=O